Phenyl ((S)-1-((2S,4R)-2-((2-chloro-4-ethynylbenzyl)carbamoyl)-4-hydroxypyrrolidin-1-yl)-5-hydroxy-3,3-dimethyl-1-oxopentan-2-yl)carbamate ClC1=C(CNC(=O)[C@H]2N(C[C@@H](C2)O)C([C@H](C(CCO)(C)C)NC(OC2=CC=CC=C2)=O)=O)C=CC(=C1)C#C